6,7-dimethoxy-N-{[(2S)-2-methylazetidin-3-yl]methyl}-1H,2H,3H-cyclopenta[b]quinolin-9-amine COC=1C(=CC=2C(=C3C(=NC2C1)CCC3)NCC3[C@@H](NC3)C)OC